CC1(C=NC(S1)=O)C dimethylthiazolinone